[Sb].[Zn].[Ga] gallium-zinc-antimony